ammonium phosphine sodium salt [Na+].P.[NH4+]